3-(Tert-butyl)-1H-pyrazole-5-carboxylic acid C(C)(C)(C)C1=NNC(=C1)C(=O)O